FC1(CCN2C(C=3N(N(CC1)C2)C=C(C(C3O)=O)C(=O)NCC3=C(C=C(C=C3F)F)F)=O)F 4,4-difluoro-9-hydroxy-8,10-dioxo-N-(2,4,6-trifluorobenzyl)-3,4,5,6,8,10-hexahydro-2H-1,7-methanopyrido[1,2-b][1,2,5]triazecine-11-carboxamide